COC1=CC=C(CN(C2=NC=C(C=N2)C=2NC(C=3N(C2)N=C(C3)C(=O)OCC)=O)CC3=CC=C(C=C3)OC)C=C1 ethyl 6-(2-(bis(4-methoxybenzyl)amino)pyrimidin-5-yl)-4-oxo-4,5-di-hydropyrazolo[1,5-a]pyrazine-2-carboxylate